NC1=CC=C(C=C1)[C@@H](CNC(C)=O)C (S)-N-[2-(4-aminophenyl)propyl]acetamide